N-methyl-beta-homolysine CN[C@@H](CCCCN)CC(=O)O